The molecule is a metal chloride salt with a Li(+) counterion. It has a role as an antimanic drug. It is an inorganic chloride and a lithium salt. [Li+].[Cl-]